C1(CC1)C1=NC=NC(=C1C=1N=CC2=C(N1)C(=CN2)C(O)C2=CC(=C(C=C2)N2N=C(C=C2C)C(F)(F)F)F)OC [2-(4-cyclopropyl-6-methoxy-pyrimidin-5-yl)-5H-pyrrolo[3,2-d]pyrimidin-7-yl]-[3-fluoro-4-[5-methyl-3-(trifluoromethyl)pyrazol-1-yl]phenyl]methanol